5-(8-(1,6-diazaspiro[3.4]octan-6-yl)imidazo[1,2-b]pyridazin-6-yl)pyrimidine-2,4(1H,3H)-dione N1CCC12CN(CC2)C=2C=1N(N=C(C2)C=2C(NC(NC2)=O)=O)C=CN1